ClC1=CC=C(C=C1)C1=NC(=NC(=C1)C1C=CC(=CC1)OC)NC(CN1CCOCC1)=O N-(4-(4-chlorophenyl)-6-(4-methoxycyclohex-2,4-dien-1-yl)pyrimidin-2-yl)-2-morpholinoacetamide